Dihydroxyphenethylamine ON(CCC1=CC=CC=C1)O